(2-bromo-4-fluorophenyl)-5,5-difluoro-tetrahydro-2H-pyran BrC1=C(C=CC(=C1)F)C1OCC(CC1)(F)F